ClC1=CC=CC(N1C)C1=NC(=NN1C)C1=CC=CC=C1 6-chloro-N-methyl-2-(1-methyl-3-phenyl-1H-1,2,4-triazol-5-yl)pyridine